N-(3-Cyano-4-methyl-1H-indol-7-yl)-1-(2-hydroxy-2-methyl-propyl)pyrazol-4-sulfonamid C(#N)C1=CNC2=C(C=CC(=C12)C)NS(=O)(=O)C=1C=NN(C1)CC(C)(C)O